[Li+].COC1=C(C(=O)[O-])C=C(C=N1)C=1C=CC=2N(N1)C=C(N2)NC(CC)=O 2-Methoxy-5-(2-propionamidoimidazo[1,2-b]pyridazin-6-yl)nicotinic acid, lithium salt